(S)-3-((S)-sec-butyl)-4-(1-methyl-2-oxo-1,2-dihydropyridine-4-carbonyl)-1,3,4,5-tetrahydro-2H-benzo[e][1,4]diazepin-2-one [C@H](C)(CC)[C@@H]1N(CC2=C(NC1=O)C=CC=C2)C(=O)C2=CC(N(C=C2)C)=O